7-(benzyloxy)-2-(2,6-dioxopiperidin-3-yl)-3-oxoisoindoline-5-carbonitrile C(C1=CC=CC=C1)OC=1C=C(C=C2C(N(CC12)C1C(NC(CC1)=O)=O)=O)C#N